FC(C1=NN=C(O1)C=1C=CC(=NC1)CN1C(N(C2=C1C=CC(=C2)C2=COC=C2)C2CCN(CC2)C)=O)F 1-((5-(5-(difluoromethyl)-1,3,4-oxadiazol-2-yl)pyridin-2-yl)methyl)-5-(furan-3-yl)-3-(1-methylpiperidin-4-yl)-1,3-dihydro-2H-benzo[d]imidazol-2-one